(2R,5R)-5-methyl-2-{[(4-methylpyridin-2-yl)oxy]methyl}-4-{[2-(2H-1,2,3-triazol-2-yl)phenyl]carbonyl}thiomorpholine C[C@@H]1CS[C@H](CN1C(=O)C1=C(C=CC=C1)N1N=CC=N1)COC1=NC=CC(=C1)C